cyanomethyl-4-(2-((2R,5R)-4,5-dimethylmorpholin-2-yl)methoxy-7-(naphthalen-1-yl)-5,6,7,8-tetrahydropyrido[3,4-d]pyrimidin-4-yl)piperazine-1-carboxylate C(#N)COC(=O)N1CCN(CC1)C=1C2=C(N=C(N1)OC[C@H]1CN([C@@H](CO1)C)C)CN(CC2)C2=CC=CC1=CC=CC=C21